ClCC1=CC=C2C(=CN(C2=C1)COCC[Si](C)(C)C)C1=NC(=NC=C1C(F)(F)F)N[C@@H]1CN(CCC1)C(=O)OC(C)(C)C Tert-butyl (3S)-3-[[4-[6-(chloromethyl)-1-(2-trimethylsilylethoxymethyl)indol-3-yl]-5-(trifluoromethyl)pyrimidin-2-yl]amino]piperidine-1-carboxylate